ethyl 7-chloro-[1,2,4]triazolo[1,5-a]pyrimidine-5-carboxylate ClC1=CC(=NC=2N1N=CN2)C(=O)OCC